CC1=CC=CC=C1S(=O)(=O)[O-].[NH4+] ammonium toluenesulphonate